(7R,8R,9S,13S,14S,17S)-17-hydroxyl-13-methyl-7-(9-((4,4,5,5,5-pentafluoropentyl)sulfinyl)nonyl)-7,8,9,11,12,13,14,15,16,17-decahydro-6H-cyclopenta[a]phenanthrene O[C@H]1CC[C@H]2[C@@H]3[C@@H](CC=4C=CC=CC4[C@H]3CC[C@]12C)CCCCCCCCCS(=O)CCCC(C(F)(F)F)(F)F